C(CC1=CC=CC=C1)C1=NC2=CC=CC=C2C=N1 phenethyl-quinazoline